BrC=1C=C2C(C(NC2=C(C1)F)=O)(C)C 5-bromo-7-fluoro-3,3-dimethyl-1H-indol-2-one